CC1=CC(=NN1C1=CC=C(C=C1)CC1=CC=C(C=C1)C12CCC(CC1)(CC2)C(=O)N2CCNCC2)C(=O)N 5-methyl-1-(4-(4-(4-(piperazine-1-carbonyl)bicyclo[2.2.2]oct-1-yl)benzyl)phenyl)-1H-pyrazole-3-carboxamide